1-ethoxybutane C(C)OCCCC